thioxo-4H-1,2,4-triazol S=C1NN=CN1